3-(((1R,2R)-2-aminocyclohexyl)amino)-6-(4-hydroxybenzo[b]thiophen-5-yl)-4-methyl-1,2,4-triazine-5(4H)-one N[C@H]1[C@@H](CCCC1)NC1=NN=C(C(N1C)=O)C1=C(C2=C(SC=C2)C=C1)O